FC1=NC=CC(=C1)CN 1-(2-fluoropyridin-4-yl)methylamine